C(CCC)OC(C(CC=O)NC(C(CC(=O)C1=C(C=CC=C1)N)NC(CCC)=O)=O)=O (4-(2-aminophenyl)-2-butyrylamino-4-oxobutyryl-amino)-4-oxobutanoic acid butyl ester